C(C1=CC=CC=C1)[C@H]1N(CCN(C1)S(=O)(=O)C)C1=NC=C2C(=N1)N(N=C2C=2C=C(C(=C(C2)O)F)F)C (R)-5-(6-(2-Benzyl-4-(methylsulfonyl)piperazin-1-yl)-1-methyl-1H-pyrazolo[3,4-d]pyrimidin-3-yl)-2,3-difluorophenol